3-((6-fluoro-4-vinyl-1H-indol-5-yl)oxy)benzimidamide FC1=C(C(=C2C=CNC2=C1)C=C)OC=1C=C(C(N)=N)C=CC1